COC(=O)C=1C=CC2=C(N(C(=N2)CC2CC=C(CC2)C2=NC=C(C(=N2)O)F)CCOC)C1 2-((4-(5-fluoro-4-hydroxypyrimidin-2-yl)cyclohex-3-en-1-yl)methyl)-1-(2-methoxyethyl)-1H-Benzo[d]imidazole-6-carboxylic acid methyl ester